C1(CC1)C(=O)N1CCN(CC1)C(CCNN1N=C2C(=C(C1=O)C(F)(F)F)CCC2)=O ((3-(4-(cyclopropanecarbonyl)piperazin-1-yl)-3-oxopropyl)amino)-4-(trifluoromethyl)-2,5,6,7-tetrahydro-3H-cyclopenta[c]pyridazin-3-one